6-methoxy-3-methyl-7-(7-(2,2,6,6-tetramethyl-1,2,3,6-tetrahydropyridin-4-yl)imidazo[1,2-a]pyrimidin-2-yl)quinazolin-4(3H)-one COC=1C=C2C(N(C=NC2=CC1C=1N=C2N(C=CC(=N2)C=2CC(NC(C2)(C)C)(C)C)C1)C)=O